C([C@H](C(=O)[O-])O)OP(=O)([O-])[O-] The molecule is an organophosphate oxoanion arising from deprotonation of the carboxy and phosphate OH groups of 3-phospho-D-glyceric acid; major species at pH 7.3. It has a role as a human metabolite and a fundamental metabolite. It is an organophosphate oxoanion and a hydroxy monocarboxylic acid anion. It is a conjugate base of a 3-phospho-D-glyceric acid.